rac-(2R,3R)-8-(4-hydroxybutyl)-8-azaspiro[4.5]decane-2,3-diyl bis(2-heptylnonanoate) C(CCCCCC)C(C(=O)O[C@@H]1CC2(C[C@H]1OC(C(CCCCCCC)CCCCCCC)=O)CCN(CC2)CCCCO)CCCCCCC |r|